(6-amino-4-(4-chlorophenyl)-2,3,9-trimethyl-6H-thieno[3,2-f][1,2,4]triazolo[4,3-a][1,4]diazepin-6-yl)carboxylic acid ethyl ester C(C)OC(=O)C1(C=2N(C3=C(C(=N1)C1=CC=C(C=C1)Cl)C(=C(S3)C)C)C(=NN2)C)N